2-(2-Oxo-8-(9H-purin-6-yl)-1,3,8-triazaspiro[4.5]decan-3-yl)-N-(4-(trifluoromethyl)phenyl)acetamide O=C1NC2(CN1CC(=O)NC1=CC=C(C=C1)C(F)(F)F)CCN(CC2)C2=C1N=CNC1=NC=N2